N1C=CC=2C1=NC1=CC(=CC=C1C2)CCC2(C(CCC2N2C=CC1=C2N=CN=C1N)O)O 2-(1H-pyrrolo[2,3-b]quinolin-7-yl)ethyl-5-(4-amino-7H-pyrrolo[2,3-d]pyrimidin-7-yl)cyclopentane-1,2-diol